IC1=NN(C2=CC=C(C=C12)NC(OC(C)(C)C)=O)C1OCCCC1 tert-butyl N-(3-iodo-1-tetrahydropyran-2-yl-indazole-5-yl)carbamate